methyl 6-({4-[2-amino-6-(m-cyanophenyl)-4-pyrimidinyl]-1H-1,2,3-triazol-1-yl}methyl)-2-pyridinecarboxylate NC1=NC(=CC(=N1)C=1N=NN(C1)CC1=CC=CC(=N1)C(=O)OC)C1=CC(=CC=C1)C#N